FC1=CC=C2C=C(NC2=C1)C(=O)N(C)C1COCC=2NC(C=3C=C(C=CC3C21)F)=O 6-Fluoro-N-(8-fluoro-6-oxo-1,4,5,6-tetrahydro-2H-pyrano[3,4-c]isoquinolin-1-yl)-N-methyl-1H-indole-2-carboxamide